(2R,5R)-2,5-di-methyl-piperazine C[C@H]1NC[C@H](NC1)C